Cl.Cl.FC=1C=C(C=CC1F)[C@H]1[C@@H](CN(C1)CCOC)NC(N)=O 3-((3S,4R)-4-(3,4-difluorophenyl)-1-(2-methoxyethyl)pyrrolidin-3-yl)urea dihydrochloride